C1=CC=C(C=C1)C(=O)NC2=CC(=CC=C2)F N-(3-fluorophenyl)benzamide